C[C@@H]1N(CCN(C1)C=1C=NC(=CC1)[N+](=O)[O-])C(=O)OC(C)(C)C tert-butyl (S)-2-methyl-4-(6-nitropyridin-3-yl)piperazine-1-carboxylate